ClC1=CC=CC=2N1N=C(C2)[C@H]2N(CCC1=C2N=CN1)C1=NC=C(C=C1)C(F)(F)F (S)-4-(7-chloropyrazolo[1,5-a]pyridin-2-yl)-5-(5-(trifluoromethyl)pyridin-2-yl)-4,5,6,7-tetrahydro-1H-imidazo[4,5-c]pyridine